COC(CI)OC1C(=C(CC1)C)C iodoacetaldehyde 2,3-dimethyl-2-cyclopentenyl methyl acetal